6-phenyl-2-(4-(trifluoromethyl)phenyl)benzo[b]Thiophene-3-carboxamide C1(=CC=CC=C1)C=1C=CC2=C(SC(=C2C(=O)N)C2=CC=C(C=C2)C(F)(F)F)C1